4-bromo-2-(tert-butyl)-2,3-dihydrobenzo[d]isothiazole 1,1-dioxide BrC1=CC=CC2=C1CN(S2(=O)=O)C(C)(C)C